4-chloro-3,5-dibromotoluene ClC1=C(C=C(C)C=C1Br)Br